CC1N(CCC2=C(C=CC=C12)B1OC(C(O1)(C)C)(C)C)C(=O)OC(C)(C)C tert-butyl 1-methyl-5-(4,4,5,5-tetramethyl-1,3,2-dioxaborolan-2-yl)-3,4-dihydroisoquinoline-2(1H)-carboxylate